N1=C(C=CC=C1)CCC1N=C(SC=C1)N [2-(2-pyridinyl)ethyl]-4H-1,3-thiazine-2-amine